S1C/2(SCC1)[C@@H]1C[C@@H]1C\C2=N/O (1R,5R,E)-spiro[bicyclo[3.1.0]hexane-2,2'-[1,3]dithiolane]-3-one oxime